ClC=1C=C(C=CC1F)[C@@H](NC(=O)[C@@H]1CNC(O1)=O)C=1N=C(SC1)C(F)(F)F (S)-N-((R)-(3-chloro-4-fluorophenyl)(2-(trifluoromethyl)thiazol-4-yl)methyl)-2-oxooxazolidine-5-carboxamide